C(C)(C)(C1=C(C(=C(C(=C1Cl)Cl)O)Cl)Cl)C1=C(C(=C(C(=C1Cl)Cl)O)Cl)Cl 4,4'-isopropylidene-bis(2,3,5,6-tetrachlorophenol)